CN(C1C[C@@H]2[C@@H](CNC2)C1)CC1CCOCC1 (3aR,5s,6aS)-N-methyl-N-((tetrahydro-2H-pyran-4-yl)methyl)octahydrocyclopenta[c]pyrrol-5-amine